N-[4-[(6,7-Dimethoxy-1,5-naphthyridin-4-yl)oxy]-3-fluorophenyl]-6-methyl-2-oxo-1-pyridin-4-ylpyridine-3-carboxamid COC=1N=C2C(=CC=NC2=CC1OC)OC1=C(C=C(C=C1)NC(=O)C=1C(N(C(=CC1)C)C1=CC=NC=C1)=O)F